The molecule is a ketoaldonic acid that is rhamnonic acid which is lacking the 3-hydroxy group, while those at positions 2 and 4 have been oxidised to the corresponding ketones. It has a role as a bacterial metabolite. It is a hexonic acid and a ketoaldonic acid. It derives from a rhamnonic acid. It is a conjugate acid of a 2,4-didehydro-3-deoxy-L-rhamnonate. C[C@@H](C(=O)CC(=O)C(=O)O)O